O=C1C=2N=CNC2N=CN1 6-oxo-1,6-dihydro-9H-purine